F[P-](F)(F)(F)(F)F.C(CCCCC)[P+](CCCCCCCCCCCCCC)(CCCCCC)CCCCCC trihexyl-(tetradecyl)-phosphonium hexafluorophosphate